C(C(C)C)C1=CC=C(C=C1)[C@H](C(=O)O)C |r| (±)-2-(4-Isobutylphenyl)propanoic acid